N1(N=NC=C1)C[C@H]1N(C[C@@H](C1)NC(C1=C(C=C(C=C1)C=1C=C2C=NN(C2=CC1)C)F)=O)C(=O)OC(C)(C)C tert-butyl (2S,4R)-2-((1H-1,2,3-triazol-1-yl)methyl)-4-(2-fluoro-4-(1-methyl-1H-indazol-5-yl)benzamido)pyrrolidine-1-carboxylate